C(CCCCCCCC=CCC=CC)O 9,12-tetradecadiene-1-ol